FC1=CC2=C(C=C1)C1=C(CCN(CC1)CC(F)(F)F)O2 8-fluoro-3-(2,2,2-trifluoroethyl)-2,3,4,5-tetrahydro-1H-benzofuro[2,3-d]azepine